BrC=1C(=C(C=CC1)N1N=C(C=C1C=1OC=CC1)C(F)(F)F)F 1-(3-bromo-2-fluorophenyl)-5-(furan-2-yl)-3-(trifluoromethyl)-1H-pyrazole